cis-2-Aminocyclobutane-1-carboxylic acid 3,5-dinitrobenzyl ester [N+](=O)([O-])C=1C=C(COC(=O)[C@H]2[C@H](CC2)N)C=C(C1)[N+](=O)[O-]